C(#N)C1=C(C=NC=C1)C1=CC(=C(C=C1)NC(=O)C1=NC(=NC=C1)C1=C(C=CC=C1OC)F)N1CCN(CC1)C(CCCCCCCNC1=C2C(N(C(C2=CC=C1)=O)C1C(NC(CC1)=O)=O)=O)=O N-(4-(4-cyanopyridin-3-yl)-2-(4-(8-((2-(2,6-dioxopiperidin-3-yl)-1,3-dioxoisoindolin-4-yl)amino)octanoyl)piperazin-1-yl)phenyl)-2-(2-fluoro-6-methoxyphenyl)pyrimidine-4-carboxamide